FC1(C[C@H](CC1)N1C(C(=CC2=C1N=C(N=C2)NC2CCN(CC2)S(=O)(=O)C)C#N)=O)F (S)-8-(3,3-difluorocyclopentyl)-2-(1-(methylsulfonyl)piperidin-4-ylamino)-7-oxo-7,8-dihydropyrido[2,3-d]pyrimidine-6-carbonitrile